ClC1=C(C(=O)C2=C(C=CC=C2)Cl)C=CC=C1 2,2'-Dichlorobenzophenon